N-((8,8-Dimethyl-4-oxo-3,4,7,10-tetrahydro-8H-pyrano[3'',4'':5',6']pyrido[3',2':4,5]thieno[3,2-d]pyrimidin-11-yl)methyl)-2,2,2-trifluoro-N-(2,5,8,11-tetraoxatridecan-13-yl)acetamide CC1(CC=2C(=C(C3=C(SC4=C3N=CNC4=O)N2)CN(C(C(F)(F)F)=O)CCOCCOCCOCCOC)CO1)C